tert-butyl (R)-2-(4-(4-((benzyloxy)carbonyl)piperazin-1-yl)phenyl)-morpholine-4-carboxylate C(C1=CC=CC=C1)OC(=O)N1CCN(CC1)C1=CC=C(C=C1)[C@@H]1CN(CCO1)C(=O)OC(C)(C)C